C1(=CC=C(C=C1)C1CC(NN1C(CC)=O)=C1C(N(C(N(C1=O)C)=O)C)=O)C1=CC=CC=C1 5-(5-([1,1'-biphenyl]-4-yl)-1-propanoylpyrazolidin-3-ylidene)-1,3-dimethylbarbituric acid